Racemic-1-(1-(2-((1H-1,2,4-triazol-3-yl)methyl)-1-oxo-1,2-dihydroisoquinolin-4-yl)ethyl)-3-(3-chloro-4-fluorophenyl)-1-methylurea N1N=C(N=C1)CN1C(C2=CC=CC=C2C(=C1)[C@@H](C)N(C(=O)NC1=CC(=C(C=C1)F)Cl)C)=O |r|